7-(benzyl)-2,2-dimethyl-4H-[1,3]-dioxino[5,4-c]pyridin-4-one C(C1=CC=CC=C1)C1=CC2=C(C=N1)C(OC(O2)(C)C)=O